Ethyl 7,7-dimethyl-5-oxo-4-(4-(phenylsulfonyl)phenyl)-2-(trifluoromethyl)-1,4,5,6,7,8-hexahydroquinoline-3-carboxylate CC1(CC(C=2C(C(=C(NC2C1)C(F)(F)F)C(=O)OCC)C1=CC=C(C=C1)S(=O)(=O)C1=CC=CC=C1)=O)C